(R)-2-(2-Chloro-5-(2-hydroxypropan-2-yl)-8-oxothieno[2',3':4,5]pyrrolo[1,2-d][1,2,4]triazin-7(8H)-yl)-N-(1-(2-fluoroethyl)piperidin-3-yl)acetamide ClC1=CC2=C(C=C3N2C(=NN(C3=O)CC(=O)N[C@H]3CN(CCC3)CCF)C(C)(C)O)S1